C(CCCCCC)C=1C(C(=C(C(C1C)=O)OC)OC)=O 2-heptyl-5,6-dimethoxy-3-methylcyclohexa-2,5-diene-1,4-dione